C(#N)C1=CC(=C(COC=2C=C(C=CC2)C2=CC(N(C=C2)CC2=NC3=C(N2CCOC)C=C(C=C3)C(=O)O)=O)C=C1)F 2-((4-(3-(4-Cyano-2-fluorobenzyloxy)phenyl)-2-oxopyridin-1(2H)-yl)methyl)-1-(2-methoxyethyl)-1H-benzo[d]imidazole-6-carboxylic acid